3-methyl-butanoic anhydride CC(CC(=O)OC(CC(C)C)=O)C